5-dodecene-1,3-diol C(CC(CC=CCCCCCC)O)O